N-(2-((Dimethylamino)methyl)quinolin-8-yl)-4-(methylthio)benzenesulfonamide CN(C)CC1=NC2=C(C=CC=C2C=C1)NS(=O)(=O)C1=CC=C(C=C1)SC